((aminophenylene)bis(methylene))bis(aminobenzene) NC=1C(=C(C=CC1)CC1=C(C=CC=C1)N)CC1=C(C=CC=C1)N